CC(C)[O-].CC(C)[O-].CC(C)[O-].CC(C)[O-].[Ti+4] titanium(4+) tetrapropan-2-olate